CC1CN(CC(N1CC(F)(F)F)C)C1=CC=C(C(=N1)C)NC1CC2(CC(C2)NC(OC(C)(C)C)=O)C1 tert-butyl (6-((6-(3,5-dimethyl-4-(2,2,2-trifluoroethyl) piperazin-1-yl)-2-methylpyridin-3-yl)amino)spiro[3.3]heptan-2-yl)carbamate